(S)-7-((3S,5R)-4-acryloyl-3,5-dimethylpiperazin-1-yl)-3-(methoxymethyl)-9-(trifluoromethyl)-10-(2,4,6-trifluorophenyl)-2H-[1,4]thiazino[2,3,4-ij]quinazolin-5(3H)-one C(C=C)(=O)N1[C@H](CN(C[C@H]1C)C1=NC(N2C3=C(C(=C(C=C13)C(F)(F)F)C1=C(C=C(C=C1F)F)F)SC[C@@H]2COC)=O)C